(4-((4-(bromomethyl)benzyl)oxy)-1-oxoisoindol-2-yl)piperidine-2,6-dione BrCC1=CC=C(COC2=C3CN(C(C3=CC=C2)=O)N2C(CCCC2=O)=O)C=C1